2,2,6,6-tetramethyl-4-piperidylbutanetetracarboxylate CC1(NC(CC(C1)OC(=O)C(C(CC)C(=O)[O-])(C(=O)[O-])C(=O)[O-])(C)C)C